NC=1C=C2C=CC=C(C2=CC1)S(=O)(=O)NC1=CC=C(C=C1)CN1C(COCC1)=O 6-amino-N-(4-((3-oxomorpholino)methyl)phenyl)naphthalene-1-sulfonamide